C[C@@]12C[C@H](N([C@H]2C1)C(CNC(=O)C=1C=CC=2SC3=CC=CC=C3OC2C1)=O)C(=O)NCC=1NC2=CC=C(C=C2C1)B1OC(C(O1)(C)C)(C)C (1S,3S,5S)-5-methyl-2-((phenoxathiine-3-carbonyl)glycyl)-N-((5-(4,4,5,5-tetramethyl-1,3,2-dioxaborolan-2-yl)-1H-indol-2-yl)methyl)-2-azabicyclo[3.1.0]hexane-3-carboxamide